FC(C)(F)C1=NN(C(=C1C)C(=O)NC1=CC(=NC=C1)S(=O)(=N)C)CC1C(CC1)C(F)(F)F 3-(1,1-difluoroethyl)-4-methyl-N-(2-(S-methylsulfonimidoyl)pyridin-4-yl)-1-((2-(trifluoromethyl)cyclobutyl)methyl)-1H-pyrazole-5-carboxamide